bis(dibenzylideneacetone) dipalladium (0) [Pd].[Pd].C(C1=CC=CC=C1)=CC(=O)C=CC1=CC=CC=C1.C(C1=CC=CC=C1)=CC(=O)C=CC1=CC=CC=C1